NC1=CC=C(C(=C1C1=CC(N2[C@@H](CCC2C1)C(=O)OCC(=O)C1=C(C(=NC=C1)N1C(OCC1)=O)F)=O)F)Cl 2-(3-Fluoro-2-(2-oxooxazolidin-3-yl)pyridin-4-yl)-2-oxoethyl (3S)-7-(6-amino-3-chloro-2-fluorophenyl)-5-oxo-1,2,3,5,8,8a-hexahydroindolizine-3-carboxylate